tert-butyl 1-(4-(2,6-dioxopiperidin-3-yl)phenyl)piperidine-4-carboxylate O=C1NC(CCC1C1=CC=C(C=C1)N1CCC(CC1)C(=O)OC(C)(C)C)=O